CN1C[C@H](CC1)N1N=C2C=CC(=CC2=C1)B1OC(C(O1)(C)C)(C)C |r| 2-[rac-(3S)-1-methylpyrrolidin-3-yl]-5-(4,4,5,5-tetramethyl-1,3,2-dioxaborolan-2-yl)indazole